CCCCCCCC/C=C\\CCCCCCCC(=O)OC(CO)COC(=O)CCCCCCC/C=C\\C/C=C\\CCCCC The molecule is a 1,2-diglyceride where linoleoyl and oleoyl are the two acyl groups. It derives from a linoleic acid and an oleic acid.